CC1(C2C3C4C=CC(C3C(C1)C2)C4)C(=O)OCCCC 4-methyl-4-butoxycarbonyltetracyclo[6.2.1.13,6.02,7]Dodec-9-ene